C[Sn](C=1SC(=CC1)C1=CC=C(C=C1)C=CC1=CC(=C(C(=C1)OCCCCCCBr)OCCCCCCBr)OCCCCCCBr)(C)C trimethyl(5-(4-(3,4,5-tris((6-bromohexyl)oxy)styryl)phenyl)thiophen-2-yl)stannane